COC([C@@H](CC=C)S(N(CC1=CC=C(C=C1)OC)CC1=CC=C(C=C1)OC)(=O)=O)=O.N1(CCCC1)CCCCNC(=O)C=1N=COC1 N-(4-(pyrrolidin-1-yl)butyl)oxazole-4-carboxamide (R)-METHYL-2-(N,N-BIS(4-METHOXYBENZYL)SULFAMOYL)PENT-4-ENOATE